chloro(allyl)(di-t-butylcrotylphosphine) palladium (II) [Pd+2].ClC(C=CC)(P(C(C)(C)C)C(C)(C)C)CC=C